(E)-2-benzenesulfonyl-3-(3,5-di-tert-butyl-4-hydroxy-phenyl)-acrylonitrile C1(=CC=CC=C1)S(=O)(=O)\C(\C#N)=C\C1=CC(=C(C(=C1)C(C)(C)C)O)C(C)(C)C